CC(C)OC(C(CO)(C)CO)=O.ClC1=CC(=C2C=NNC2=C1)C1([C@@H]2CN(C[C@H]12)C(=O)C=1C=NC=C(C1)Cl)O ((1r,5s,6r)-6-(6-chloro-1H-indazol-4-yl)-6-hydroxy-3-azabicyclo[3.1.0]hexane-3-yl)(5-chloropyridin-3-yl)methanone propan-2-yl-3-hydroxy-2-(hydroxymethyl)-2-methylpropanoate